CS(=O)(=O)C=1N(C(C(=CN1)NCCCC1=CC=CC=C1)=O)CC(=O)OCCCC butyl 2-(2-(methylsulfonyl)-6-oxo-5-((3-phenylpropyl)amino) pyrimidin-1(6H)-yl)acetate